C(C)(=O)C1=NN(C2=C(C=C(C=C12)C=1C=NC(=NC1)C)C)CC(=O)N1[C@@H]2C[C@@]2(C[C@H]1C(=O)NCC(C)C)C (1R,3S,5R)-2-(2-(3-acetyl-7-methyl-5-(2-methylpyrimidin-5-yl)-1H-indazol-1-yl)acetyl)-N-isobutyl-5-methyl-2-azabicyclo[3.1.0]hexane-3-carboxamide